tert-butyl (2-ethylhexyl) monoperoxycarbonate C(OC(C)(C)C)(=O)OOCC(CCCC)CC